(±)-(4aR,13bR)-11-fluoro-4-methyl-1,2,3,4,4a,5,6,13b-octahydro-8H-[1,6]naphthyridino[5,6-b]quinazolin-8-one FC1=CC=C2C(N3C(=NC2=C1)[C@@H]1CCCN([C@@H]1CC3)C)=O |r|